CC(CCCCCCCCCC)O Dodecane-2-ol